(2,2-dimethyl-1,3-dioxolan-4-yl)methyl 5-{2-[2-(7-methylquinoline-8-sulfonamido)phenyl]ethynyl}pyridine-2-carboxylate CC1=CC=C2C=CC=NC2=C1S(=O)(=O)NC1=C(C=CC=C1)C#CC=1C=CC(=NC1)C(=O)OCC1OC(OC1)(C)C